2-((5-amino-4H-1,2,4-triazol-3-yl)(3,4-difluorophenyl)amino)ethanol NC=1NC(=NN1)N(CCO)C1=CC(=C(C=C1)F)F